C(=C)C1=CC=C(C=C1)P(O)(O)=O P-(4-ethenylphenyl)phosphonic acid